N1=CN=CC(=C1)NC(CN1CC2=C(CC1)SC(=C2)C2=NOC(=N2)C(F)(F)F)=O N-(pyrimidin-5-yl)-2-(2-(5-(trifluoromethyl)-1,2,4-oxadiazol-3-yl)-6,7-dihydrothieno[3,2-c]pyridin-5(4H)-yl)acetamide